1-[(4-hydroxybutyl)(2-hydroxydecyl)amino]decan-2-ol OCCCCN(CC(CCCCCCCC)O)CC(CCCCCCCC)O